N1N(NC=C1)C1=CC(=NC=N1)OCC1=C(N=NN1C)C1=CC=C(C(=N1)C)N1C[C@H](CC(C1)(F)F)CC(=O)O (S)-2-(1-(6-(5-(((6-(1H-1,2,3-triazol-2-yl)pyrimidin-4-yl)oxy)methyl)-1-methyl-1H-1,2,3-triazol-4-yl)-2-methylpyridin-3-yl)-5,5-difluoropiperidin-3-yl)acetic acid